N-(5-(4-(1-methyl-1H-1,2,3-triazol-5-yl)phenyl)-8-(methylamino)-2,7-naphthyridin-3-yl)cyclopropanecarboxamide CN1N=NC=C1C1=CC=C(C=C1)C1=C2C=C(N=CC2=C(N=C1)NC)NC(=O)C1CC1